3-(4-fluoro-2-hydroxyphenyl)-4-methyl-4,5-dihydro-1H-pyrazole-1-carboximidamide FC1=CC(=C(C=C1)C1=NN(CC1C)C(N)=N)O